Trimethyl-octadecyl bromide CC(CCCCCCCCCCCCCCCCCBr)(C)C